C(C)(C)(C)OC(=O)NC1=C(C(=CC(=C1)Cl)F)CNCC(=O)OC methyl 2-[({2-[(tert-butoxycarbonyl)amino]-4-chloro-6-fluorophenyl}methyl)amino]acetate